6-[difluoro-[6-(trifluoromethyl)-3-pyridinyl]methyl]-2-azaspiro[3.3]heptane-2-carboxylic acid tert-butyl ester C(C)(C)(C)OC(=O)N1CC2(C1)CC(C2)C(C=2C=NC(=CC2)C(F)(F)F)(F)F